COC(=O)C=1C(N(C2=CC(=CC=C2C1N)C=C)C1=C2C=CN=CC2=CC=C1)=O 4-Amino-1-(isoquinolin-5-yl)-2-oxo-7-vinyl-1,2-dihydroquinoline-3-carboxylic acid methyl ester